8-[(3R)-3-aminopiperidin-1-yl]-7-(but-2-yn-1-yl)-3-methyl-1-[(4-methylquinazolin-2-yl)methyl]-3,7-dihydro-1H-purine-2,6-dione N[C@H]1CN(CCC1)C1=NC=2N(C(N(C(C2N1CC#CC)=O)CC1=NC2=CC=CC=C2C(=N1)C)=O)C